(-)-anthrabenzoxocinone CC1C=C(O)C=C2C=1[C@H]1O[C@](C)(CC3C=C4C(=C(O)C1=3)C(=O)C1C(O)=CC(O)=CC=1C4(C)C)O2